ClC=1C=C(C=CC1)C=1N=C(OC1)C1=NN(C(C=C1)=O)CC(=O)NCC 2-(3-(4-(3-chlorophenyl)oxazol-2-yl)-6-oxopyridazin-1(6H)-yl)-N-ethylacetamide